CC(CC=C(C=O)CSC)C 5-methyl-2-(methylthiomethyl)-2-hexenal